ClC(Cl)(Cl)C1=NC(=NC=N1)C(Cl)(Cl)Cl bis(trichloromethyl)-1,3,5-triazine